5-(3-(1-((1-chlorocyclobutyl)methyl)-1H-pyrazol-4-yl)-2-fluoro-6-hydroxyphenyl)-1,2,5-thiadiazolidin-3-one 1,1-dioxide ClC1(CCC1)CN1N=CC(=C1)C=1C(=C(C(=CC1)O)N1CC(NS1(=O)=O)=O)F